C(C#CC)N1N=C2C(N(C(C=C2N2[C@H](CN([C@@H](C2)CC)C(C)C2=C(C3=C(N=C(S3)C)C=C2)F)C)=O)C)=C1 2-(but-2-yn-1-yl)-7-((2S,5R)-5-ethyl-4-(1-(7-fluoro-2-methylbenzo[d]thiazol-6-yl)ethyl)-2-methylpiperazin-1-yl)-4-methyl-2,4-dihydro-5H-pyrazolo[4,3-b]pyridin-5-one